C1(=CC=CC=C1)C1(C(=O)OC(CC1)C)C1=CC=CC=C1 α,α-diphenyl-δ-caprolactone